2-[(2,2,6,6-tetramethyl-1-piperidyl)-methyl]phenylboronic acid CC1(N(C(CCC1)(C)C)CC1=C(C=CC=C1)B(O)O)C